BrC=1C=C(C=CC1F)CC#N (3-Bromo-4-fluorophenyl)acetonitrile